N5,N6-bis(3-fluoro-4-(trifluoromethoxy)phenyl)-2-(trifluoromethyl)-1H-imidazo[4,5-b]pyrazine-5,6-diamine FC=1C=C(C=CC1OC(F)(F)F)NC=1N=C2C(=NC1NC1=CC(=C(C=C1)OC(F)(F)F)F)NC(=N2)C(F)(F)F